CCCCCCCC\C=C/C=C\CC (Z,Z)-9,11-Tetradecadien